(R)-N-(3-(1-((4-methyl-4H-1,2,4-triazol-3-yl)thio)ethyl)phenyl)-6-(trifluoromethyl)picolinamide CN1C(=NN=C1)S[C@H](C)C=1C=C(C=CC1)NC(C1=NC(=CC=C1)C(F)(F)F)=O